C[C@@H]1N(C[C@H](NC1)C)C1=NC(=NC2=C(C(=C(C=C12)OC)C1=CC=C(C2=C1N=C(S2)N)F)F)OC[C@]21CCCN1C[C@@H](C2)F 4-(4-((2S,5R)-2,5-dimethylpiperazin-1-yl)-8-fluoro-2-(((2R,7aS)-2-fluorotetrahydro-1H-pyrrolizin-7a(5H)-yl)methoxy)-6-methoxyquinazolin-7-yl)-7-fluorobenzo[d]thiazol-2-amine